6-((R)-3-(3-Chloro-4-((S)-tetrahydro-2H-pyran-2-yl)phenyl)-2-methylpropyl)-2-thia-6-azaspiro[3.4]octane 2,2-dioxide ClC=1C=C(C=CC1[C@H]1OCCCC1)C[C@H](CN1CC2(CS(C2)(=O)=O)CC1)C